CN[C@@H](C(C)C)C(=O)N methyl-L-valine amide